C(C)(C)(C1=CC=CC=C1)OOCCCC butyl cumyl peroxide